P(=O)(O)([O-])[O-].C[NH+](C)C.C[NH+](C)C di(trimethylammonium) hydrogenphosphate